C(C)(=O)OC(C(=O)OC)CCCC methyl 2-acetoxyhexanoate